CCCCCCCCC(=O)OC1=CC=CC=C1S(=O)(=O)[O-].[Na+] sulfophenyl nonanoate sodium salt